C(=O)O.C(C1CO1)C1CCCCC1 glycidyl-cyclohexane formate